hydroxy naphthoate C1=CC=C2C(=C1)C=CC=C2C(=O)OO